C1(CCCC2=CC=CC=C12)=O 3,4-Dihydronaphthalen-1(2H)-one